4-[[4,6-dichloro-7-(trifluoromethyl)-3-quinolyl]sulfonyl]thiomorpholine ClC1=C(C=NC2=CC(=C(C=C12)Cl)C(F)(F)F)S(=O)(=O)N1CCSCC1